(S)-1-HYDROXY-N,N-BIS(4-METHOXYBENZYL)-3-((R)-TETRAHYDROFURAN-2-YL)PROPANE-2-SULFONAMIDE OC[C@H](C[C@@H]1OCCC1)S(=O)(=O)N(CC1=CC=C(C=C1)OC)CC1=CC=C(C=C1)OC